2-(2,7-dimethyl-2H-pyrazolo[3,4-c]pyridin-5-yl)-6-(piperidin-4-yl)thiazolo[4,5-d]pyrimidin-7(6H)-one CN1N=C2C(=NC(=CC2=C1)C=1SC2=C(N=CN(C2=O)C2CCNCC2)N1)C